(R)-2-(4-oxo-4H-chromen-3-yl)-2-phenylacetic acid methyl ester COC([C@H](C1=CC=CC=C1)C1=COC2=CC=CC=C2C1=O)=O